5,6-dimethyl-3-[[1-(2-methyl-4-pyridyl)-6-oxo-piperidine-3-carbonyl]amino]pyrazine-2-carboxamide CC=1N=C(C(=NC1C)C(=O)N)NC(=O)C1CN(C(CC1)=O)C1=CC(=NC=C1)C